phenyl (2,4,6-trimethylbenzoyl)phosphinate lithium salt [Li].CC1=C(C(=O)P(OC2=CC=CC=C2)=O)C(=CC(=C1)C)C